BrC(C(=O)OC)C1=C2[C@H](COC3(CCOCC3)C2=CC=C1)C methyl 2-bromo-2-((R)-4-methyl-2',3',5',6'-tetrahydrospiro[isochromane-1,4'-pyran]-5-yl)acetate